tertiary Butylpiperazine-1-carboxylate C(C)(C)(C)OC(=O)N1CCNCC1